C(C)(C)OC(C)OC1=CC=C(C=C)C=C1 p-(1-i-propoxyethoxy)styrene